1-(4-chlorophenyl)-N-[(2,5-dichlorophenyl)methyl]-5-oxopyrrolidine-3-carboxamide ClC1=CC=C(C=C1)N1CC(CC1=O)C(=O)NCC1=C(C=CC(=C1)Cl)Cl